1-(5-(pyrrolidin-1-yl)-7-(4-(trifluoromethyl)phenyl)-3,4-dihydroisoquinolin-2(1H)-yl)prop-2-En-1-one N1(CCCC1)C1=C2CCN(CC2=CC(=C1)C1=CC=C(C=C1)C(F)(F)F)C(C=C)=O